C(C)(C)(C)OC(=O)N[C@H](C(=O)OCC)CCN1C[C@@H](CC1)CCC1=NC=2NCCCC2C=C1 ethyl (S)-2-((tert-butoxycarbonyl)amino)-4-((R)-3-(2-(5,6,7,8-tetrahydro-1,8-naphthyridin-2-yl)ethyl)pyrrolidin-1-yl)butanoate